((6-(difluoromethyl)-5-fluoropyridin-2-yl)sulfonyl)(thiazol-4-yl)carbamic acid tert-butyl ester C(C)(C)(C)OC(N(C=1N=CSC1)S(=O)(=O)C1=NC(=C(C=C1)F)C(F)F)=O